C1(CCCCC1)CCOC(C=C)=O 2-cyclohexylethylacrylate